Tert-butyl(4-(((trans)-2-(4-bromophenyl)cyclopropyl)amino)cyclohexyl)carbamate C(C)(C)(C)OC(NC1CCC(CC1)N[C@H]1[C@@H](C1)C1=CC=C(C=C1)Br)=O